3-(2-((2-(6-((bis(pyridin-2-ylmethyl)amino)methyl)nicotinamido)ethyl)thio)-2-boronoethyl)benzoic acid sodium salt [Na+].N1=C(C=CC=C1)CN(CC1=NC=CC=C1)CC1=NC=C(C(=O)NCCSC(CC=2C=C(C(=O)[O-])C=CC2)B(O)O)C=C1